5-(piperidin-3-yl)-4-(trifluoromethyl)pyridin-2(1H)-one hydrochloride Cl.N1CC(CCC1)C=1C(=CC(NC1)=O)C(F)(F)F